CC1(CC1)C=1C=C2C(=CC1)CNCC21CC1 6-(1-methylcyclopropyl)spiro[2,3-dihydroisoquinoline-4,1'-cyclopropane]